CC1=CC=C(C=C1)S(=O)(=O)OCCCCCNC1=C2C(N(C(C2=CC=C1)=O)C1C(NC(CC1)=O)=O)=O 5-((2-(2,6-dioxopiperidin-3-yl)-1,3-dioxoisoindolin-4-yl)amino)pentyl 4-methylbenzenesulfonate